9-(2-methoxyethyl)-9H-purin-6-amine COCCN1C2=NC=NC(=C2N=C1)N